FC=1C=C(C=C(C1)F)[C@@H]1N(OCC1)C1=CC(=NC=N1)NC=1C=C(C(=NC1OC)N(C)CCN(C)C)NC(C=C)=O (R)-N-(5-((6-(3-(3,5-difluorophenyl)isoxazolidin-2-yl)pyrimidin-4-yl)amino)-2-((2-(dimethylamino)ethyl)(methyl)amino)-6-methoxypyridin-3-yl)acrylamide